ClC=1N=C(C2=C(N1)C1=C(O2)C=CC=C1Cl)Cl 2,4,9-Trichlorobenzofuro[3,2-d]pyrimidin